8-Chloro-7-((2-methyl-1-((2-(trimethylsilyl)ethoxy)methyl)-1H-benzo[d]imidazol-6-yl)oxy)-2-(1-((4-(methylthio)cyclohexyl)methyl)-1H-pyrazol-4-yl)quinoxaline ClC=1C(=CC=C2N=CC(=NC12)C=1C=NN(C1)CC1CCC(CC1)SC)OC=1C=CC2=C(N(C(=N2)C)COCC[Si](C)(C)C)C1